4-(4-((2-(2,6-dioxopiperidin-3-yl)-7-fluoro-1,3-dioxoisoindolin-5-yl)methyl)piperazin-1-yl)-N-(5-((R)-2-methoxy-2-phenylacetyl)-1,4,5,6-tetrahydropyrrolo[3,4-c]pyrazol-3-yl)benzamide O=C1NC(CCC1N1C(C2=C(C=C(C=C2C1=O)CN1CCN(CC1)C1=CC=C(C(=O)NC=2C3=C(NN2)CN(C3)C([C@@H](C3=CC=CC=C3)OC)=O)C=C1)F)=O)=O